CN1C(CCC2=CC(=CC=C12)OCC(C)=O)=O 1-methyl-6-(2-oxopropoxy)-1,2,3,4-tetrahydroquinolin-2-one